methyl (16Z,19Z,22R,23E,25E,27Z,29S,31Z)-22,29-dihydroxytetratriaconta-16,19,23,25,27,31-hexaenoate O[C@H](C\C=C/C\C=C/CCCCCCCCCCCCCCC(=O)OC)\C=C\C=C\C=C/[C@H](C\C=C/CC)O